4-(4-bromo-3-methyl-1H-pyrazol-1-yl)piperidine-1-carboxylate BrC=1C(=NN(C1)C1CCN(CC1)C(=O)[O-])C